C1(CC1)OC1=C(C=C(C=C1)N1CCN(CC1)C)[N+](=O)[O-] (4-cyclopropoxy-3-nitrophenyl)-4-methylpiperazine